((1-phenylpiperidin-4-yloxy)methyl)piperidine-1-carboxylate C1(=CC=CC=C1)N1CCC(CC1)OCOC(=O)N1CCCCC1